4-(4-phenoxyanilino)pyrimidine-2-carboxamide O(C1=CC=CC=C1)C1=CC=C(NC2=NC(=NC=C2)C(=O)N)C=C1